8-((2s,5r)-4-(1-(4-cyclopropylphenyl)ethyl)-2,5-diethylpiperazin-1-yl)-5-methyl-6-oxo-5,6-dihydro-1,5-naphthyridine-2-carbonitrile C1(CC1)C1=CC=C(C=C1)C(C)N1C[C@@H](N(C[C@H]1CC)C1=CC(N(C=2C=CC(=NC12)C#N)C)=O)CC